naphthalene salicylate C(C=1C(O)=CC=CC1)(=O)O.C1=CC=CC2=CC=CC=C12